OC1=C(C=C(C=C1)C1(CCCCCCCCCCC1)C1=CC(=C(C=C1)O)Cl)Cl 1,1-bis(4-hydroxy-3-chlorophenyl)cyclododecane